C1(CC1)NC(=O)C1=CN=C2N1N=C(C=C2N(C)CC2=CC=C(C=C2)OC)NC2=CC(=CC=C2)C2=NC=C(C=C2)C2OCCO2 N-cyclopropyl-6-({3-[5-(1,3-dioxolan-2-yl)pyridin-2-yl]phenyl}amino)-8-{[(4-methoxyphenyl)methyl](methyl)amino}imidazo[1,2-b]pyridazine-3-carboxamide